1,4-diisocyanatobutane ethyl-2-(2,5-dioxoimidazolidin-4-yl)ethyl(methyl)phosphinate C(C)C(CP(O)(=O)C)C1NC(NC1=O)=O.N(=C=O)CCCCN=C=O